FC1(CN(CCC1C1=C(C=C(C=C1)[N+](=O)[O-])OC)C(=O)OCC1=CC=CC=C1)F benzyl 3,3-difluoro-4-(2-methoxy-4-nitrophenyl)piperidine-1-carboxylate